ClC1=C(C=CC=C1NC(=O)C1=NN2C([C@H](CCC2)N2CCCCC2)=C1)C1=C(C(=CC=C1)NC=1C2=C(N=C(N1)C(F)(F)F)C=CC=N2)Cl (S)-1-(2-((2,2'-dichloro-3'-((2-(trifluoromethyl)pyrido[3,2-d]pyrimidin-4-yl)amino)-[1,1'-biphenyl]-3-yl)carbamoyl)-4,5,6,7-tetrahydropyrazolo[1,5-a]pyridin-4-yl)piperidine